N5-(3-((2r,5S)-5-(1,3-dioxoisoindolin-2-yl)-1,3-dioxan-2-yl)propyl)-N3-methyl-1-((S)-1-phenylethyl)-1H-pyrazole-3,5-dicarboxamide O=C1N(C(C2=CC=CC=C12)=O)C1COC(OC1)CCCNC(=O)C1=CC(=NN1[C@@H](C)C1=CC=CC=C1)C(=O)NC